4-(4,6-bis(2-methoxystyryl)pyrimidin-2-oxy)butylguanidinium trifluoroacetate FC(C(=O)[O-])(F)F.COC1=C(C=CC2=NC(=NC(=C2)C=CC2=C(C=CC=C2)OC)OCCCCNC(=[NH2+])N)C=CC=C1